ClC1=C(C=C2C=C(C(NC2=C1)=O)C=1C=C(C=CC1)CC(=O)O)C1=CC=C(C=C1)C1=C(C=CC=C1)O 2-(3-(7-chloro-6-(2'-hydroxy-[1,1'-biphenyl]-4-yl)-2-oxo-1,2-dihydroquinolin-3-yl)phenyl)acetic acid